CC1(C(C2CCCOC12)NC(C1=NC=CC(=C1)N1C=NC=C1)=O)C N-(8,8-dimethyl-2-oxabicyclo[4.2.0]octan-7-yl)-4-(1H-imidazol-1-yl)picolinamide